CNC(=O)C1=C(C=CC=C1)SC1=CC=C2C(=NN(C2=C1)COC(CCOCCOCCOC)=O)\C=C\C1=NC=CC=C1 3-[2-(2-Methoxy-ethoxy)-ethoxy]-propionic acid 6-(2-methylcarbamoyl-phenylsulfanyl)-3-((E)-2-pyridin-2-yl-vinyl)-indazol-1-ylmethylester